S1C=C(C=C1)C1=CC2=C(N=C(S2)N2C([C@H]3[C@H]4C=C[C@@H]([C@H]3C2=O)C4)=O)C=C1 (1R,2S,6R,7S)-4-[6-(3-thienyl)-1,3-benzothiazol-2-yl]-4-azatricyclo[5.2.1.02,6]dec-8-ene-3,5-dione